OC1(COC1)C1=C(C=C(C=C1)C(=O)N1CCC(CC1)OC1=CC=C(C=C1)C(F)(F)F)OCCOC (4-(3-hydroxyoxetan-3-yl)-3-(2-methoxyethoxy)phenyl)(4-(4-(trifluoromethyl)phenoxy)piperidin-1-yl)methanone